benzo[d][1,3]Dioxolane O1COC2=C1C=CC=C2